5-bromo-3-fluoro-2-methoxyaniline BrC=1C=C(C(=C(N)C1)OC)F